C(C)OC(=O)C1=NNC(=N1)CCCCl 5-(3-chloropropyl)-1H-1,2,4-triazole-3-carboxylic acid ethyl ester